ClC1=NC=C(C=C1NC(=O)C=1C=2C=CC=NC2C(=CC1)OC)Cl N-(2,5-dichloro-3-pyridinyl)-8-methoxy-5-quinolinecarboxamide